ClC(=O)C=1C=C(C=CC1)B(O)O 3-CHLOROCARBONYLPHENYLBORONIC ACID